CSC1=COC=C1 methyl-3-furyl thioether